COC1=C(C=CC=C1)C(CN1C(N(C(C2=C1SC(=C2C)C=2OC=CN2)=O)C2CC(C2)C(=O)O)=O)OC2CCOCC2 (1S,3S)-3-(1-(2-(2-methoxyphenyl)-2-((tetrahydro-2H-pyran-4-yl)oxy)ethyl)-5-methyl-6-(oxazol-2-yl)-2,4-dioxo-1,2-dihydrothieno[2,3-d]pyrimidin-3(4H)-yl)cyclobutane-1-carboxylic acid